C(C=C)(=O)N1C[C@](CC1)(C1=C(C=CC=C1Cl)C)NC1=CC=C2C=C(C=NC2=C1)C#N 7-[(S)-1-acryloyl-3-(3-chloro-2-tolyl)-3-pyrrolidinylamino]-3-quinolinecarbonitrile